N1(N=NN=C1)CCC 1-(1H-tetrazol-1-yl)propan